C1(CCC1)N([C@@H]1[C@H](CC[C@@H](C1)C1=CC(=CC=C1)C(F)(F)F)NC(OC(C)(C)C)=O)C tert-butyl ((1S,2S,4S)-2-(cyclobutyl(methyl)amino)-4-(3-(trifluoromethyl)phenyl)-cyclohexyl)carbamate